6-bromo-2,3,3-trimethyl-1,2,3,4-tetrahydroisoquinoline BrC=1C=C2CC(N(CC2=CC1)C)(C)C